1,2-dimethyl-6-[1-(2,2,3,3,3-pentafluoropropyl)-1H-pyrazol-4-yl]-7-(trifluoromethyl)-1H,5H-imidazo[1,2-a]pyrimidine-5-thione CN1C(=CN2C1=NC(=C(C2=S)C=2C=NN(C2)CC(C(F)(F)F)(F)F)C(F)(F)F)C